tert-butyl 3-(4-iodo-3-methoxy-1H-pyrazol-1-yl)pyrrolidine-1-carboxylate IC=1C(=NN(C1)C1CN(CC1)C(=O)OC(C)(C)C)OC